COC1=CC=C(CN(S(=O)(=O)C2=CC(=C(C=C2)N[C@@H]2CN(CC2)C(=O)OC(C)(C)C)C)C=2N=CSC2)C=C1 tert-butyl (S)-3-((4-(N-(4-methoxybenzyl)-N-(thiazol-4-yl)sulfamoyl)-2-methylphenyl)amino)pyrrolidine-1-carboxylate